FC(CCCCC(=O)NC1=C(C=C(C=C1)NCC1=CC=C(C=C1)C(F)(F)F)NC)CF 6,7-difluoro-N-(2-(methylamino)-4-((4-(trifluoromethyl)benzyl)amino)phenyl)heptanamide